1-chloro-5,7-dihydrocyclopenta[c]pyridine-6,6-dicarboxylic acid diethyl ester C(C)OC(=O)C1(CC2=C(C(=NC=C2)Cl)C1)C(=O)OCC